FC1=C(C(=C(C=C1)F)C=C[N+](=O)[O-])F 1,2,4-trifluoro-3-(2-nitrovinyl)benzene